cis-3-hexyl-5-methyl-dihydro-furan-2-one C(CCCCC)[C@@H]1C(O[C@@H](C1)C)=O